3-(((4-((4-fluoro-2-methyl-1H-indol-5-yl)oxy)-6-methoxyquinolin-7-yl)oxy)methyl)-N,N-dimethylcyclobutylamine formate C(=O)O.FC1=C2C=C(NC2=CC=C1OC1=CC=NC2=CC(=C(C=C12)OC)OCC1CC(C1)N(C)C)C